N=1C=NN2C1C=CC=C2CN2CCC(CC2)C=2C=C1CN(C(C1=CC2)=O)C2C(NC(CC2)=O)=O 3-(5-(1-([1,2,4]triazolo[1,5-a]pyridin-5-ylmethyl)piperidin-4-yl)-1-oxoisoindolin-2-yl)piperidine-2,6-dione